C(CCC)OC(=O)N1CCC=CC1 3,6-dihydro-2H-pyridine-1-carboxylic acid butyl ester